(S)-4-(7-((5-(1-Amino-1,3-dihydrospiro[indene-2,4'-piperidine]-1'-yl)-6-(hydroxymethyl)pyrazin-2-yl)thio)-8-chloroimidazo[1,2-a]pyridin-2-yl)-2-fluoro-N-methylbenzamide hydrochloride Cl.N[C@@H]1C2=CC=CC=C2CC12CCN(CC2)C=2N=CC(=NC2CO)SC2=C(C=1N(C=C2)C=C(N1)C1=CC(=C(C(=O)NC)C=C1)F)Cl